(4R)-2,4-dimethyl-3-(prop-2-enoyl)-1-oxa-3,8-diazaspiro[4.5]decane-8-carboxylic acid tert-butyl ester C(C)(C)(C)OC(=O)N1CCC2([C@H](N(C(O2)C)C(C=C)=O)C)CC1